(1S)-1-phenyl-1,2-ethanediol C1(=CC=CC=C1)[C@@H](CO)O